6-isoamyl-2-methyl-2,3-dihydro-1H-inden-1-one C(CC(C)C)C1=CC=C2CC(C(C2=C1)=O)C